NC1CC2(CN(C2)C=2N=CC=3N=CN=C(C3N2)NC2=CC(=C(C=C2)OC2=CC3=C(N(N=N3)C)C=C2)C)C1 6-(6-amino-2-azaspiro[3.3]heptan-2-yl)-N-(3-methyl-4-((1-methyl-1H-benzo[d][1,2,3]triazol-5-yl)oxy)phenyl)pyrimido[5,4-d]pyrimidin-4-amine